2-methyl-piperidine acetate hydrochloride Cl.C(C)(=O)O.CC1NCCCC1